((S)-3-fluoropyrrolidin-1-yl)(6-(7-methyl-5H-pyrrolo[2,3-b]pyrazin-2-yl)-8-((R)-morpholine-3-yl)-3,4-dihydroisoquinolin-2(1H)-yl)methanone F[C@@H]1CN(CC1)C(=O)N1CC2=C(C=C(C=C2CC1)C=1N=C2C(=NC1)NC=C2C)[C@H]2NCCOC2